C(#N)C1=CC(=C(C=C1)C1(OC2=C(C1F)C=CC=C2C2CCNCC2)C)F 4-(2-(4-cyano-2-fluorophenyl)-3-fluoro-2-methyl-2,3-dihydrobenzofuran-7-yl)piperidine